4-(5-Chloro-2-formyl-1-methyl-1H-pyrrolo[2,3-c]pyridin-4-yl)-2-fluorobenzonitrile ClC=1C(=C2C(=CN1)N(C(=C2)C=O)C)C2=CC(=C(C#N)C=C2)F